5-(chloromethyl)-2H-1,2,3,4-tetrazole ClCC=1N=NNN1